C1NCC12CCN(CC2)C(=O)OCCCC Z-butyl 2,7-diazaspiro[3.5]nonane-7-carboxylate